3-phenyl-N,6-diphenylhexanamide C1(=CC=CC=C1)C(CC(=O)NC1=CC=CC=C1)CCCC1=CC=CC=C1